O=CC[C@@H](O)[C@@H](O)[C@H](O)CO 2-DEOXY-D-GALACTOSE